C1(CC1)C1=CC2=C(C(=NNC2=O)C(C)C)O1 2-cyclopropyl-7-isopropyl-5H-furo[2,3-d]pyridazin-4-one